CN(C)\C=C/1\N(CC(C1=O)C(F)(F)F)C(=O)OC(C)(C)C tert-butyl (E)-2-((dimethylamino)methylene)-3-oxo-4-(trifluoromethyl)pyrrolidine-1-carboxylate